C(N)(=O)OC[C@@H](OC(N)=O)COP(=O)([O-])OCC[N+](C)(C)C 1,2-dicarbamoyl-sn-glycero-3-phosphocholine